OC=1C=2C(N=C(N1)C)=CC(N(C2)N2CCOCC2)=O 4-Hydroxy-2-methyl-6-morpholinylpyrido[4,3-d]pyrimidine-7(6H)-one